5-bromo-2,3-dihydro-1,2-benzothiazole 1,1-dioxide BrC=1C=CC2=C(CNS2(=O)=O)C1